1-ethyl-5-[6-(ethylamino)-2-fluoropyridin-3-yl]-3-methyl-N-[(3S)-2-oxo-5-phenyl-1,3-dihydro-1,4-benzodiazepine-3-Yl]pyrazole-4-carboxamide Perfluorooctanesulfonate potassium salt [K+].FC(C(C(C(C(C(C(C(F)(F)F)(F)F)(F)F)(F)F)(F)F)(F)F)(F)F)(S(=O)(=O)[O-])F.C(C)N1N=C(C(=C1C=1C(=NC(=CC1)NCC)F)C(=O)N[C@@H]1C(NC2=C(C(=N1)C1=CC=CC=C1)C=CC=C2)=O)C